O1C=C(C2=C1C=CC=C2)C2=CC=C1CN(C(C1=C2)=O)[C@H](C(=O)NC(CC(=O)O)C(CF)=O)C(C)C 3-((S)-2-(6-(benzofuran-3-yl)-1-oxoisoindolin-2-yl)-3-methylbutanamido)-5-fluoro-4-oxopentanoic acid